FC=1C=C(C=NC1)C1=NC=C(C=C1)S(=O)(=O)NC=1C=CC=C2C=NN(C12)C 5'-FLUORO-N-(1-METHYL-1H-INDAZOL-7-YL)-[2,3'-BIPYRIDINE]-5-SULFONAMIDE